dysprosium dibenzoylmethane salt C(C1=CC=CC=C1)(=O)CC(C1=CC=CC=C1)=O.[Dy]